C(C)(=O)O[C@@H]1[C@H](O[C@H]([C@H]([C@H]1OC(C)=O)OC(C)=O)SC1=CC=C(C=C1)NC(=O)NCCCCC#C)CCP(O)(O)=O (2-((2R,3R,4S,5S,6S)-3,4,5-triacetoxy-6-((4-(3-(hex-5-yn-1-yl)ureido)phenyl)thio)tetrahydro-2H-pyran-2-yl)ethyl)phosphonic acid